C(C1=CC=CC=C1)N1N=C(C=CC1=O)OC1=C(C=C(C=C1Cl)NN=C(C(=O)NC(OCC)=O)C#N)Cl ethyl (2-(2-(4-((1-benzyl-6-oxo-1,6-dihydropyridazin-3-yl)oxy)-3,5-dichlorophenyl) hydrazono)-2-cyanoacetyl)carbamate